Cl.Cl.Cl.Cl.C1(=CC=C(N)C=C1)C1=CC=C(N)C=C1 benzidine tetrahydrochloride